samarium (iii) trifluoromethanesulfonate FC(S(=O)(=O)[O-])(F)F.[Sm+3].FC(S(=O)(=O)[O-])(F)F.FC(S(=O)(=O)[O-])(F)F